2-[2-(6-methyl-pyridin-2-yl)-6,7-dihydro-5H-imidazo[1,2-a]imidazole-3-yl]-thieno[3,2-c]pyridine CC1=CC=CC(=N1)C=1N=C2N(C1C1=CC=3C=NC=CC3S1)CCN2